BrC=1C(=NC(=NC1)NC=1C(=NC(=CC1)C1CCN(CCC1)C)OC)NC1=C(C=C(C=C1)F)NS(=O)(=O)C N-(2-((5-bromo-2-((2-methoxy-6-(1-methylazepan-4-yl)pyridin-3-yl)amino)pyrimidine-4-yl)amino)-5-fluorophenyl)methanesulfonamide